ClC=1C=NC(=NC1)N1CCC(CC1)CCCCOC1=CC(=C(C=C1)CC(=O)O)F 2-(4-(4-(1-(5-chloropyrimidin-2-yl)piperidin-4-yl)butoxy)-2-fluorophenyl)acetic acid